FC1=CC=2C3=C(C(=NC2C=C1)C)C(N(C3=O)C3=CC=C(C=C3)OC)=O 8-fluoro-2-(4-methoxyphenyl)-4-methyl-1H,2H,3H-pyrrolo[3,4-c]quinoline-1,3-dione